5-nonadecyl-1-octadecyl-imidazolium tetrakis(pentafluorophenyl)borate FC1=C(C(=C(C(=C1[B-](C1=C(C(=C(C(=C1F)F)F)F)F)(C1=C(C(=C(C(=C1F)F)F)F)F)C1=C(C(=C(C(=C1F)F)F)F)F)F)F)F)F.C(CCCCCCCCCCCCCCCCCC)C1=C[NH+]=CN1CCCCCCCCCCCCCCCCCC